(S)-2-(2-(5-((4-fluoro-3-(trifluoromethyl)phenyl)carbamoyl)-1,2,4-trimethyl-1H-pyrrol-3-yl)-2-oxoacetamido)-2-methylbut-3-yn-1-yl dihydrogen phosphate P(=O)(OC[C@@](C#C)(C)NC(C(=O)C1=C(N(C(=C1C)C(NC1=CC(=C(C=C1)F)C(F)(F)F)=O)C)C)=O)(O)O